P(=O)(OCCCN(CCCCCCCCCC)CCCCCCCCCC)(OCCCCCCC)[O-] 3-(didecylamino)propyl heptyl phosphate